N-(2-(4,4-difluoropiperidin-1-yl)-6-methylpyrimidin-4-yl)-4-((2-hydroxyethyl)sulfonamido)-2-((1S,6R)-6-(hydroxymethyl)-3-azabicyclo[4.1.0]heptan-3-yl)benzamide FC1(CCN(CC1)C1=NC(=CC(=N1)NC(C1=C(C=C(C=C1)NS(=O)(=O)CCO)N1C[C@H]2C[C@]2(CC1)CO)=O)C)F